1-((4-bromophenyl)sulfonyl)-3,5-bis((1-isopropyl-1H-1,2,3-triazol-4-yl)methylene)piperidin-4-one BrC1=CC=C(C=C1)S(=O)(=O)N1CC(C(C(C1)=CC=1N=NN(C1)C(C)C)=O)=CC=1N=NN(C1)C(C)C